3-(difluoromethyl)-1,4'-bipiperidine dihydrochloride Cl.Cl.FC(C1CN(CCC1)C1CCNCC1)F